1,3-bis((3-methoxy-6-(4-methoxybenzyl)-6,7-dihydro-5H-pyrrolo[3,4-b]pyridin-2-yl)oxy)propaneN COC=1C=C2C(=NC1OC=CCOC1=C(C=C3C(=N1)CN(C3)CC3=CC=C(C=C3)OC)OC)CN(C2)CC2=CC=C(C=C2)OC